3''-chloro-4''-((5-fluoropyridin-2-yl)methoxy)-3-(2-hydroxypropan-2-yl)-5',6''-dimethyl-2H,2''H-[1,2':4',1''-terpyridine]-2,2''-dione ClC=1C(N(C(=CC1OCC1=NC=C(C=C1)F)C)C1=CC(=NC=C1C)N1C(C(=CC=C1)C(C)(C)O)=O)=O